3,5-dichlorophenoxide ClC=1C=C([O-])C=C(C1)Cl